dimethoxyphenylphosphine COP(C1=CC=CC=C1)OC